N=1N=C(NC1)C(=O)N 4H-1,2,4-TRIAZOL-3-CARBOXAMID